C(C1=CC=CC=C1)N(C1=C(C(=C(C(=C1)F)C(F)(F)F)F)OC)CC1=CC=CC=C1 N,N-dibenzyl-3,5-difluoro-2-methoxy-4-(trifluoromethyl)aniline